CC=1SC2=NC(=CC=C2N1)C#N 2-methylthiazolo[5,4-b]pyridine-5-carbonitrile